C12CC(CC(CC1)N2)NC2=NC(=NC=C2C(=O)N)NC2=C(C=C1CCN(CC1=C2)C)OC 4-[(8-azabicyclo[3.2.1]octan-3-yl)amino]-2-[(6-methoxy-2-methyl-1,2,3,4-tetrahydroisoquinolin-7-yl)amino]pyrimidine-5-carboxamide